S(=O)(=O)(O)[O-].C(CCC)C=1[N+](=C(NC1)C)CCCCCCCCCCCCCCCC butyl-2-methyl-3-hexadecyl-imidazolium hydrogen sulfate